hydroxy-7-keto-5β-cholan-24-oic acid OC(C(=O)O)C[C@@H](C)[C@H]1CC[C@H]2[C@@H]3C(C[C@@H]4CCCC[C@]4(C)[C@H]3CC[C@]12C)=O